(7R)-7-ethyl-8,14-dioxa-10,19,20-triazatetracyclo[13.5.2.12,6.018,21]tricosa-1(20),2,4,6(23),15,17,21-heptaen-9-one C(C)[C@@H]1C=2C=CC=C(C3=NNC4=CC=C(OCCCNC(O1)=O)C=C34)C2